P(=O)(O)(O)O.C=O methanone phosphate